B(O)(O)CCC=1C(=C(C(=O)O)C(=CC1)OC1CN(C1)C([C@H]1NC[C@H](C1)O)=O)O 3-(2-Boronoethyl)-2-hydroxy-6-({1-[(4S)-4-hydroxy-L-prolyl]azetidin-3-yl}oxy)benzoic acid